ClC=1N=NC(=C2C1N=C(C=C2)C)N[C@H]2CN(CCC2)C (R)-8-chloro-2-methyl-N-(1-methylpiperidin-3-yl)pyridino[2,3-d]pyridazine-5-amine